4-(benzylthio)-2,3,5,6-tetrafluorophenol C(C1=CC=CC=C1)SC1=C(C(=C(C(=C1F)F)O)F)F